CN(C1=C2C(=NC=C1C(=O)O)NC(=C2)C)C 4-(dimethylamino)-2-methyl-1H-pyrrolo[2,3-b]pyridine-5-carboxylic acid